3-bromopyridazin-4-amine BrC=1N=NC=CC1N